CC1(OCCO1)CC1=C(N=CN1)C1=CC=CC=C1 5-(2-methyl-1,3-dioxolan-2-yl-methyl)-4-phenyl-1H-imidazole